CC=1SC=C(C1)C=O 2-methyl-4-thiophenecarboxaldehyde